C[N+]1=C(SC2=C1C=CC(=C2)C(NCCC[N+](C)(C)C)=O)SC 3-methyl-2-(methylthio)-6-((3-(trimethylammonio)propyl)carbamoyl)benzo[d]thiazol-3-ium